4-((2-methoxy-3-(5-methyl-pyrimidin-2-yl)phenyl)amino)pyridazine-3-carboxamide COC1=C(C=CC=C1C1=NC=C(C=N1)C)NC1=C(N=NC=C1)C(=O)N